6-fluoro-2H-chromene-3-carboxylic acid tert-butyl ester C(C)(C)(C)OC(=O)C=1COC2=CC=C(C=C2C1)F